BrC1=CC2=C(C(=N1)NC=1C(=C(C(=C(C(=O)NC3(CC3)C(F)(F)F)C1)Cl)F)F)N(C=N2)C(C)C 5-((6-bromo-3-isopropyl-3H-imidazo[4,5-c]pyridin-4-yl)amino)-2-chloro-3,4-difluoro-N-(1-(trifluoromethyl)cyclopropyl)benzamide